N-[(15aS,16S)-5,7-difluoro-1-oxo-2,3,15a,16,17,18-hexahydro-1H,15H-4,8-(azeno)-14,10-(metheno)pyrrolo[1,2-j][1,8,10]oxadiazacycloheptadecin-16-yl]ethanesulfonamide FC1=CC(=C2OC=3C=CC=C(C[C@@H]4N(C(NCC1=N2)=O)CC[C@@H]4NS(=O)(=O)CC)C3)F